C(C)(C)(C)OC(=O)N1C[C@@H](CCC1)N(C1=NC=CC2=C1C=C(S2)C=2N=C(SC2)C(=O)O)C(C2=C(C=C(C=C2)N2N=NC=1C2=NC=CC1)F)=O 4-[4-[[(3R)-1-tert-butoxycarbonyl-3-piperidyl]-[2-fluoro-4-(triazolo[4,5-b]pyridin-3-yl)benzoyl]amino]thieno[3,2-c]pyridin-2-yl]thiazole-2-carboxylic acid